(+/-)-4-benzyl-N-[(4-cyanophenyl)methyl]-1-(4-methoxyphenyl)piperazine-2-carboxamide C(C1=CC=CC=C1)N1C[C@@H](N(CC1)C1=CC=C(C=C1)OC)C(=O)NCC1=CC=C(C=C1)C#N |r|